C(C)(C)(C)N1CCC(CC1)(O)C1=C(C=C(C=C1)C1=CC2=C(C(=N1)C)C=C(N2C)C2=CC=C(C=C2)S(=O)(=O)C)F 1-(tert-Butyl)-4-(4-(1,4-dimethyl-2-(4-(methylsulfonyl)phenyl)-1H-pyrrolo[3,2-c]pyridin-6-yl)-2-fluorophenyl)piperidin-4-ol